ClC1=CC(=C(COC2=CC=CC(=N2)C2CN(C2)CCC2=NC3=C(N2C[C@H]2OCC2)C=C(C=C3)C(=O)O)C=C1)F (S)-2-(2-(3-(6-((4-chloro-2-fluorobenzyl)oxy)pyridin-2-yl)azetidin-1-yl)ethyl)-1-(oxetan-2-ylmethyl)-1H-benzo[d]imidazole-6-carboxylic acid